perfluoro-4,4'-biphenylbisphosphonate FC1=C(C(=C(C(=C1F)P([O-])(=O)[O-])F)F)C1=C(C(=C(C(=C1F)F)P([O-])(=O)[O-])F)F